[Cl-].C(CCCCCCCCCCCCCCC)O[C@@H](COCOCC[N+](C)(C)C)COCCCCCCCCCCCCCCCC |r| racemic-[2-(2,3-dihexadecyloxypropyl-oxymethyloxy)ethyl]trimethylammonium chloride